1,4,7,10-tetraazacyclododecane-1-glutaric acid N1(CCNCCNCCNCC1)C(CCC(=O)O)C(=O)O